FC/C=C/C(=O)N1C(CN(CC1)C1=NC(=NC=2CC(CCC12)C1=CC(=CC2=CC=CC=C12)O)OC[C@H]1N(CCC1)C)CC#N 2-(1-((E)-4-fluorobut-2-enoyl)-4-(7-(3-hydroxynaphthalen-1-yl)-2-(((S)-1-methylpyrrolidin-2-yl)methoxy)-5,6,7,8-tetrahydroquinazolin-4-yl)piperazin-2-yl)acetonitrile